propylenedimethanol C(C(C)CO)CO